[NH+]=1NC=NC1 [1,2,4]triazolium